BrC1=CC(=C(C=C1F)S)Cl 4-Bromo-2-chloro-5-fluorobenzenethiol